methyl 2-chloro-5-hydroxy-1,7-naphthyridine-6-carboxylate ClC1=NC2=CN=C(C(=C2C=C1)O)C(=O)OC